NC1=CC=C(C=C1)C(NCCOCCOCCOCCOCCNC(OC(C)(C)C)=O)=O tert-butyl (1-(4-aminophenyl)-1-oxo-5,8,11,14-tetraoxa-2-azahexadecan-16-yl)carbamate